OC1=C(C=C(C=C1C(C)(C)CC)C(C)(C)CC)N1N=C2C(=N1)C=CC(=C2)Cl 2-(2'-hydroxy-3',5'-di-tert-amylphenyl)-5-chlorobenzotriazole